(1R,3S,5R,7S)-5-(5-fluoro-2,4-dioxo-3,4-dihydropyrimidin-1(2H)-yl)-7-hydroxy-4-oxaspiro[2.4]heptan-1-yl dihydrogen phosphate P(=O)(O[C@@H]1C[C@@]12O[C@H](C[C@@H]2O)N2C(NC(C(=C2)F)=O)=O)(O)O